NC=1C(=CC(=NC1)NC(OC)=O)Cl methyl (5-amino-4-chloropyridin-2-yl)carbamate